NC1=NC=CC(=C1C#CCCC(C)(O)C)Cl 6-(2-amino-4-chloropyridin-3-yl)-2-methylhex-5-yn-2-ol